ClC=1C=C2C(=NC1O)C(=C(N2C)C2=NC(=NN2)C(F)(F)F)C=2C=NNC2 6-chloro-1-methyl-3-(1H-pyrazol-4-yl)-2-(3-(trifluoro-methyl)-1H-1,2,4-triazol-5-yl)-1H-pyrrolo[3,2-b]pyridin-5-ol